2-methyl-2-(thiophen-2-yl)propanol CC(CO)(C)C=1SC=CC1